ClCCC1=CNC2=NC=C(C=C21)OC(F)(F)F 3-(2-chloroethyl)-5-(trifluoromethoxy)-1H-pyrrolo[2,3-b]pyridine